1-allyloxy-2,3-bis((3-ethyloxetan-3-yl)methoxy)-propane C(C=C)OCC(COCC1(COC1)CC)OCC1(COC1)CC